ethyl 2-(4-bromo-2-fluorophenyl)-7-chloro-2H-pyrazolo[4,3-b]pyridine-3-carboxylate BrC1=CC(=C(C=C1)N1N=C2C(N=CC=C2Cl)=C1C(=O)OCC)F